((1R)-2-(benzofuran-3-yl)-1-(2-((2,4-dichlorobenzyl)carbamoyl)-3-methylbutanamido)ethyl)boric acid O1C=C(C2=C1C=CC=C2)C[C@H](NC(C(C(C)C)C(NCC2=C(C=C(C=C2)Cl)Cl)=O)=O)OB(O)O